(2S)-1-{[2-(2-Cyanobiphenyl-3-yl)-7-methyl-1,3-benzoxazol-5-yl]methyl}piperidin C(#N)C1=C(C=CC=C1C=1OC2=C(N1)C=C(C=C2C)CN2CCCCC2)C2=CC=CC=C2